C1(CCCC1)P(CCC)CCC cyclopentyl-di-n-propylphosphine